NCC(=O)NC=1SC=C(N1)/C(/C(=O)NC1B(OC2=C(C1)C=CC=C2C(=O)O)O)=N/OC(C)(C)C(=O)O (Z)-3-(2-(2-(2-aminoacetamido)thiazol-4-yl)-2-(((2-carboxypropan-2-yl)oxy)imino)acetamido)-2-hydroxy-3,4-dihydro-2H-benzo[e][1,2]oxaborinine-8-carboxylic acid